C(C)(C)S(=O)(=O)C1=C(C=CC=C1)C1(C2=C(N=C(N1)N)NC=C2)N 4-(2-(isopropylsulfonyl)phenyl)-7H-pyrrolo[2,3-d]pyrimidine-2,4-diamine